[1-[5-fluoro-4-(2-methylpyrazol-3-yl)pyrimidin-2-yl]-4-piperidyl]-[(3S)-3-(6-methyl-3-pyridyl)isoxazolidin-2-yl]methanone FC=1C(=NC(=NC1)N1CCC(CC1)C(=O)N1OCC[C@H]1C=1C=NC(=CC1)C)C=1N(N=CC1)C